ethyltriflat C(C)OS(=O)(=O)C(F)(F)F